2-[2-hydroxy-5-(acryloyloxybutyl)phenyl]-2H-benzotriazole OC1=C(C=C(C=C1)CCCCOC(C=C)=O)N1N=C2C(=N1)C=CC=C2